Di(4-tert-butylphenyl)iodonium 3,4,5-trimethoxyphenyl-sulfate COC=1C=C(C=C(C1OC)OC)OS(=O)(=O)[O-].C(C)(C)(C)C1=CC=C(C=C1)[I+]C1=CC=C(C=C1)C(C)(C)C